C(C1=CC=CC=C1)N(C(CNC(=O)[C@H]1N(C[C@@H](C1)O)C([C@H](C(C)(C)C)N1N=NC(=C1)C1CC1)=O)=O)CC (2S,4R)-N-[2-[benzyl(ethyl)amino]-2-oxo-ethyl]-1-[(2S)-2-(4-cyclopropyltriazol-1-yl)-3,3-dimethyl-butanoyl]-4-hydroxy-pyrrolidine-2-carboxamide